7-benzyl-4-((1R,5S)-3,8-diazabicyclo[3.2.1]octan-3-yl)-2-(((S)-1-methylpyrrolidin-2-yl)methoxy)-7,8-dihydropyrido[3,4-d]pyrimidin-6(5H)-one C(C1=CC=CC=C1)N1CC=2N=C(N=C(C2CC1=O)N1C[C@H]2CC[C@@H](C1)N2)OC[C@H]2N(CCC2)C